(3,4-dihydro-1,5-naphthyridin-1(2H)-yl)(3-(indolin-1-ylsulfonyl)phenyl)methanone N1(CCCC2=NC=CC=C12)C(=O)C1=CC(=CC=C1)S(=O)(=O)N1CCC2=CC=CC=C12